6-(3-(4-chlorobenzyl)ureido)-N-(pyridin-4-yl)hexanamide 4-(((1-(4-(trifluoromethyl)phenyl)-1H-pyrazol-3-yl)methyl)sulfonyl)benzoate FC(C1=CC=C(C=C1)N1N=C(C=C1)CS(=O)(=O)C1=CC=C(C(=O)O)C=C1)(F)F.ClC1=CC=C(CNC(NCCCCCC(=O)NC2=CC=NC=C2)=O)C=C1